C(#N)N1CC(OCC1)C(=O)NC1=CC(=C(C=C1)C1=CC=NN1)OCCC 4-cyano-N-(3-propoxy-4-(1H-pyrazol-5-yl)phenyl)morpholine-2-carboxamide